6,7-dimethylquinoxaline CC=1C=C2N=CC=NC2=CC1C